NC1(CCOCC1)CN1CCC2=C1N=NC(=C2)C2=C(C=C(C=C2C)C(F)(F)F)O 2-[7-[(4-aminotetrahydropyran-4-yl)methyl]-5,6-dihydropyrrolo[2,3-c]pyridazin-3-yl]-3-methyl-5-(trifluoromethyl)phenol